C1C=CC2=C(C=1)N=NC1=CC=CC=C21 BENZONAPHTHYRIDINE